(1s,4s)-4-((5-(3-(2,2-difluoroethyl)-2-methyl-3H-imidazo[4,5-b]pyridin-5-yl)-7H-pyrrolo[2,3-d]pyrimidin-2-yl)amino)-N,N-dimethylcyclohexane-1-carboxamide FC(CN1C(=NC=2C1=NC(=CC2)C2=CNC=1N=C(N=CC12)NC1CCC(CC1)C(=O)N(C)C)C)F